ClC=1N=C(C2=C(N1)OC=C2)Cl 2,4-dichlorofuro[2,3-D]pyrimidine